NCC1CN(CC1)C1=NC=CC(=N1)NC1=NNC(=C1)C1CC1 2-(3-(Aminomethyl)pyrrolidin-1-yl)-N-(5-cyclopropyl-1H-pyrazol-3-yl)pyrimidin-4-amine